3-[4-(5-bromo-pentyl)-3-methyl-2-oxo-1,3-benzo-diazol-1-yl]piperidine-2,6-dione BrCCCCCC1=CC=CC=2N(C(N(C21)C)=O)C2C(NC(CC2)=O)=O